CC=1C(=C(C(=O)OC=2N(N=CC2)CC(F)(F)F)C=C(C1)OC1=C(C(=C(C(=C1F)F)F)F)F)Cl 2-(2,2,2-trifluoroethyl)pyrazol-3-ol methyl-2-chloro-5-(perfluorophenoxy)benzoate